N[11CH2]CC1=CC(O)=C(O)C=C1 [11C]Dopamine